COC=1C(=CC(=C(C1)N1CCN(CC1)CC1CCN(CC1)C=1C=CC(=NC1)C(=O)N)C=1C=NN(C1)C)[N+](=O)[O-] 5-(4-((4-(5-methoxy-2-(1-methyl-1H-pyrazol-4-yl)-4-nitrophenyl)piperazin-1-yl)methyl)piperidin-1-yl)picolinamide